5-((3-(6-phenyl-5,6-dihydrocyclopenta[c]pyrazol-2(4H)-yl)cyclopentyl)ethynyl)pyrimidine C1(=CC=CC=C1)C1CCC=2C1=NN(C2)C2CC(CC2)C#CC=2C=NC=NC2